C(C1=CC=CC=C1)N1CC2=C(C=C(C=C2CC1)Cl)[C@H]1NCCOC1 (R)-3-(2-benzyl-6-chloro-1,2,3,4-Tetrahydroisoquinolin-8-yl)morpholine